FC=1C=C(CC=2C=C3C(=NNC3=CC2)NC(C2=C(C=C(C=C2)N2CCN(CC2)CC=2C(=C3C(N(C(C3=CC2)=O)C2C(NC(CC2)=O)=O)=O)F)NC2CCOCC2)=O)C=C(C1)F N-(5-(3,5-difluorobenzyl)-1H-indazol-3-yl)-4-(4-((2-(2,6-dioxopiperidin-3-yl)-4-fluoro-1,3-dioxoisoindoline-5-yl)methyl)piperazin-1-yl)-2-((tetrahydro-2H-pyran-4-yl)amino)benzamide